2-oxaspiro[3.3]heptan-6-amine C1OCC12CC(C2)N